C(C)(C)(C)OC(=O)N1CC=2NN=C(C2C1)C1=C(C=CC(=C1)C)F 3-(2-fluoro-5-methylphenyl)-4,6-dihydropyrrolo[3,4-c]pyrazole-5(1H)-carboxylic acid tert-butyl ester